C(CC)S(=O)(=O)OC1=C(C=CC=C1)NC(=O)NC1=CC(=CC=C1)OS(=O)(=O)CCC N-[2-(1-propanesulfonyloxy)phenyl]-N'-[3-(1-propanesulfonyloxy)phenyl]urea